CC1(CC(C1)NC1=NN2C(C=N1)=C(C=C2)C=2C=C1C(=NC2)N=C(N1C1CCOCC1)C)N 1-methyl-N3-(5-(2-methyl-1-(tetrahydro-2H-pyran-4-yl)-1H-imidazo[4,5-b]pyridin-6-yl)pyrrolo[2,1-f][1,2,4]triazin-2-yl)cyclobutane-1,3-diamine